OC[C@@H](C1=CC=CC=C1)N[C@H](C#N)C(C)(C1=CN(C2=CC=CC=C12)C)C (2S)-2-{[(1R)-2-hydroxy-1-phenylethyl]amino}-3-methyl-3-(1-methyl-1H-indol-3-yl)butyronitrile